CC1CNC2=C(O1)C=CC(=C2)C2=C(N=C1N2C=CC=N1)C1=CC(=NC=C1)C 2-Methyl-6-(2-(2-methylpyridin-4-yl)imidazo[1,2-a]pyrimidin-3-yl)-3,4-dihydro-2H-benzo[b][1,4]oxazine